Ethyl S-(5-methyl-2-(propan-2-ylidene)cyclohexyl)cysteinate CC1CCC(C(C1)SC[C@H](N)C(=O)OCC)=C(C)C